ClC=1C=NC(=NC1)N1CCC(CC1)CCCOC1=CC(=C(C=C1)CC(=O)NCCCCS(=O)(=O)O)F 4-[[2-[4-[3-[1-(5-chloropyrimidin-2-yl)-4-piperidyl]propoxy]-2-fluoro-phenyl]acetyl]amino]butane-1-sulfonic acid